monocaffeyltartaric acid C(\C=C\C1=CC(O)=C(O)C=C1)C(C(=O)O)(O)C(O)C(=O)O